(1S,3R,4R,5R)-3-{[3-(3,4-dihydroxyphenyl)acryloyl]oxy}-1,4,5-trihydroxycyclohexane-1-carboxylic acid OC=1C=C(C=CC1O)C=CC(=O)O[C@@H]1C[C@@](C[C@H]([C@H]1O)O)(C(=O)O)O